trans-N-(3-(1-Cyclopropyl-1H-pyrazol-4-yl)phenyl)-N-((trans-4-(6-(dimethylamino)pyridin-3-yl)cyclohexyl)methyl)-4-hydroxycyclohexanecarboxamide C1(CC1)N1N=CC(=C1)C=1C=C(C=CC1)N(C(=O)[C@@H]1CC[C@H](CC1)O)C[C@@H]1CC[C@H](CC1)C=1C=NC(=CC1)N(C)C